1,2-dimethyl-6-[4-(2,2,2-trifluoroethoxy)phenyl]-7-(trifluoromethyl)-1H,5H-imidazo[1,2-a]pyrimidin-5-one CN1C(=CN2C1=NC(=C(C2=O)C2=CC=C(C=C2)OCC(F)(F)F)C(F)(F)F)C